CC1(O[C@@H]([C@@H](O1)[C@@H]1OC(O[C@H]1[C@H]1OC(OC1)(C)C)(C)C)COC=1C=C(N)C=C(C1)OCC1[C@H](OC(O1)(C)C)C1OC(OC1C1OC(OC1)(C)C)(C)C)C 3,5-bis(((4R,4'R,4''S,5R,5'S)-2,2,2',2',2'',2''-hexamethyl-[4,4':5',4''-ter(1,3-dioxolan)]-5-yl)methoxy)aniline